C(CCCCCCCCCCC)C1=CC=C(C=C1)S(=O)(=O)[O-].C(C)[NH+](CC)CC triethylammonium 4-dodecylbenzenesulfonate